C(C)(=O)SC[C@@H](C(=O)NCC(=O)O)NC(CC[C@H](N)C(=O)O)=O N5-((R)-3-(acetylthio)-1-((carboxymethyl)amino)-1-oxopropan-2-yl)-L-glutamine